COCCOCCOCCOCCOCCOCCOC1=C2C(C=C(N(C2=C(C=N1)Cl)C1=C(C=CC=C1Cl)Cl)C)=O 5-(2,5,8,11,14,17-hexaoxanonadecan-19-yloxy)-8-chloro-1-(2,6-dichlorophenyl)-2-methyl-1,6-naphthyridin-4(1H)-one